3-bromo-1-(1-(oxetan-3-yl)-1H-pyrazol-4-yl)-1H-pyrazolo[3,4-c]pyridine BrC1=NN(C2=CN=CC=C21)C=2C=NN(C2)C2COC2